N[C@@H](C(=O)O)CNC(=O)C1=CC2=NC=C(C(=C2S1)C)C (R)-2-amino-3-(6,7-dimethylthieno[3,2-b]pyridine-2-carboxamido)propanoic acid